NC1=C(C=CC=C1)C(C1=CC=C(C=C1)Cl)=O 2'-amino-4-chlorobenzophenone